C1NC(CC=2C3=CC=CC=C3NC12)C(=O)NO 1,2,3,4-tetrahydro-beta-carboline-3-hydroxamic acid